7-Fluoro-8-(6-methoxy-1-methylsulfonyl-1H-indol-4-yl)-1,4,4,9-tetramethyl-5H-[1,2,4]triazolo[4,3-a]quinoxaline FC=1C=C2NC(C=3N(C2=C(C1C1=C2C=CN(C2=CC(=C1)OC)S(=O)(=O)C)C)C(=NN3)C)(C)C